ClC=1C=C(C=C(C1)Cl)F ls-3,5-Dichlorofluorobenzene